3-phenyl-N-(3-bromophenyl)-propionamide C1(=CC=CC=C1)CCC(=O)NC1=CC(=CC=C1)Br